NC1=CC=C(C(=O)NCCS(=O)(=O)O)C=C1 2-(4-Aminobenzamido)Ethanesulfonic Acid